N1=CC=C(C=C1)NC(=O)C1=CC2=C(NC(=N2)C2=CC=C(C=C2)N(C)C)C=C1 2-(4-dimethylamino-phenyl)-1H-benzimidazole-5-carboxylic acid pyridin-4-ylamide